CS(=O)(=O)N1CCC(CC1)NC1=NC=C(C(=N1)C=1N=CN(C1)C=1C=CC(=NC1C(F)(F)F)OC(C#N)C)C(F)(F)F 2-((5-(4-(2-((1-(Methylsulfonyl)piperidin-4-yl)amino)-5-(trifluoromethyl)pyrimidin-4-yl)-1H-imidazol-1-yl)-6-(trifluoromethyl)pyridin-2-yl)oxy)propanenitrile